(2R,3R)-2-(tetrahydro-2H-pyran-4-yl)chromane-3,5,7-triol O1CCC(CC1)[C@H]1OC=2C=C(C=C(C2C[C@H]1O)O)O